3,3-difluoro-N-(2-fluoro-5-((2-(((3S,5S)-5-fluoropiperidin-3-yl)amino)-2'-methyl-[4,5'-bipyrimidin]-4'-yl)oxy)-6-methylnaphthalen-1-yl)butane-1-sulfonamide FC(CCS(=O)(=O)NC1=C(C=CC2=C(C(=CC=C12)C)OC1=NC(=NC=C1C1=NC(=NC=C1)N[C@@H]1CNC[C@H](C1)F)C)F)(C)F